dimethylbutoxy(4-vinylphenyl)silane methyl-2-(tert-butoxycarbonylamino)-7-[(3S,5S)-4-tert-butoxycarbonyl-3,5-dimethyl-piperazin-1-yl]-1,3-benzothiazole-4-carboxylate COC(=O)C=1C=CC(=C2C1N=C(S2)NC(=O)OC(C)(C)C)N2C[C@@H](N([C@H](C2)C)C(=O)OC(C)(C)C)C.C[Si](C2=CC=C(C=C2)C=C)(OCCCC)C